C(N)(=O)C1=CC(=C(C(=C1)[N+](=O)[O-])NC/C=C/CNC1=C(C=C(C(=O)OC)C=C1[N+](=O)[O-])OC)OCC#CC(C)(C)O methyl (E)-4-((4-((4-carbamoyl-2-((4-hydroxy-4-methylpent-2-yn-1-yl)oxy)-6-nitrophenyl)amino)but-2-en-1-yl)amino)-3-methoxy-5-nitrobenzoate